Cl.OC1(CNCCC1)C(=O)N1CCN(CC1)C(=O)C1=C(C=C(C=C1)NC=1C=2N(C=CN1)C(=CN2)C=2C(=NNC2)C(F)(F)F)C [4-(3-hydroxypiperidine-3-carbonyl)piperazin-1-yl]-[2-methyl-4-[[3-[3-(trifluoromethyl)-1H-pyrazol-4-yl]imidazo[1,2-a]pyrazin-8-yl]amino]phenyl]methanone hydrochloride